N-(2-(4-((1r,4r)-4-hydroxy-4-phenylcyclohexyl)hexahydropyrrolo[3,2-b]pyrrol-1(2H)-yl)-2-oxoethyl)-3-(trifluoromethyl)benzamide OC1(CCC(CC1)N1CCC2N(CCC21)C(CNC(C2=CC(=CC=C2)C(F)(F)F)=O)=O)C2=CC=CC=C2